(R)-1-(2-chloropyridin-3-yl)ethyl (4-(5-(1-carbamoylcyclopropane-1-carboxamido)pyridin-2-yl)-1-methyl-1H-1,2,3-triazol-5-yl)carbamate C(N)(=O)C1(CC1)C(=O)NC=1C=CC(=NC1)C=1N=NN(C1NC(O[C@H](C)C=1C(=NC=CC1)Cl)=O)C